N-(4-(7-cyano-4-(3-hydroxypyrrolidin-1-yl)-1H-indazol-6-yl)benzyl)-5-fluoro-2-methoxybenzamide C(#N)C=1C(=CC(=C2C=NNC12)N1CC(CC1)O)C1=CC=C(CNC(C2=C(C=CC(=C2)F)OC)=O)C=C1